N-(β-methylphenylethyl)sulfamic acid CC(CNS(O)(=O)=O)C1=CC=CC=C1